BrC1=CC=C2N(C=3C=CC=C4C3C2=C1C1=CC=CC=C14)C1=CC=CC=C1 1-bromo-4-phenyl-naphtho[1,2,3,4-def]carbazole